8-amino-7-(3-hydroxy-2,6-dimethylphenyl)-2,7-dihydro-3H-imidazo[1,2-c]pyrrolo[3,2-e]pyrimidine-9-carboxamide NC1=C(C=2C=3N(C=NC2N1C1=C(C(=CC=C1C)O)C)CCN3)C(=O)N